bis(4-cymene) ruthenium (II) dichloride [Ru](Cl)Cl.C1(=CC=C(C=C1)C)C(C)C.C1(=CC=C(C=C1)C)C(C)C